2-Acetyl-7-meth-oxybenzofuran C(C)(=O)C=1OC2=C(C1)C=CC=C2OC